7,7-dimethyl-1,2,3,4,4a,5,6,7-octahydronaphtho[1,8-cd]azepine CC1(C=2C=CC=C3CNCCC(C32)CC1)C